C(C)(=O)N1CC(=CC1)C1=CC(=C2C(=NC=NN21)N)N2C[C@@H](CCC2)NC(=O)C=2C=C(C=CC2)S(=O)(=O)F (R)-3-((1-(7-(1-acetyl-2,5-dihydro-1H-pyrrol-3-yl)-4-aminopyrrolo[2,1-f][1,2,4]triazin-5-yl)piperidin-3-yl)carbamoyl)benzenesulfonyl fluoride